5-(5-(1-methylpiperidine-4-carboxamido)-1H-pyrrolo[2,3-b]pyridin-3-yl)-N-(pyridin-3-yl)pyrazolo[1,5-a]pyridine-3-carboxamide CN1CCC(CC1)C(=O)NC=1C=C2C(=NC1)NC=C2C2=CC=1N(C=C2)N=CC1C(=O)NC=1C=NC=CC1